C(C1CO1)OCCC[Si](OCC)(OCC)OCC 3-glycidoxypropyl-triethoxysilane